C(C)OC(=O)C=1C(=NN2C1O[C@@H](CC2)C)C2=C(C=C(C=C2)C=O)F.CCC(C)C(=O)N2CCC(CC2)C2=C(C=CC=C2)C(F)(F)F butan-3-yl-(4-(2-(trifluoromethyl)phenyl)piperidin-1-yl)methanone Ethyl-(5R)-2-(2-fluoro-4-formylphenyl)-5-methyl-6,7-dihydro-5H-pyrazolo[5,1-b][1,3]oxazine-3-carboxylate